O/N=C(\C(C)(C)C)/N (E)-N'-hydroxy-2,2-dimethylpropanamidine